(3r,4s)-3-(((benzyloxy) carbonyl) amino)-4-hydroxy-4-methylazepan-1-carboxylate C(C1=CC=CC=C1)OC(=O)N[C@@H]1CN(CCC[C@]1(C)O)C(=O)[O-]